6-chloro-4-methyl-N-(3-{4-[(1s,3s)-3-(trifluoromethoxy)cyclobutyl]-1H-imidazol-1-yl}bicyclo[1.1.1]pentan-1-yl)-3,4-dihydro-2H-1,4-benzoxazine-2-carboxamide ClC=1C=CC2=C(N(CC(O2)C(=O)NC23CC(C2)(C3)N3C=NC(=C3)C3CC(C3)OC(F)(F)F)C)C1